C1=CC=CC=2[C@@]34CCC(C[C@H]3[C@@H](CC12)NCC4)CO morphinan-7-methanol